1,3,4-Thiadiazol-2,5-dithiol S1C(=NN=C1S)S